CC(CCCCCC(=O)O)(COC1OCCCC1)C 7,7-dimethyl-8-((tetrahydro-2H-pyran-2-yl)oxy)octanoic acid